N,N-Di-t-Butoxycarbonyl-4-methyl-5-bromo-1,3-thiazol-2-amine C(C)(C)(C)OC(=O)N(C=1SC(=C(N1)C)Br)C(=O)OC(C)(C)C